C(C)(C)(C)OC(=O)N1CC=2N=C(N=C(C2CC1)N1CC2CCC(C1)N2C(=O)OCC2=CC=CC=C2)Cl 4-(8-((benzyloxy)carbonyl)-3,8-diazabicyclo[3.2.1]oct-3-yl)-2-chloro-5,6-dihydropyrido[3,4-d]pyrimidine-7(8H)-carboxylic acid tert-butyl ester